2-(4-(([1,1'-Biphenyl]-4-ylmethyl)carbamoyl)-1H-pyrazol-1-yl)isonicotinic acid C1(=CC=C(C=C1)CNC(=O)C=1C=NN(C1)C=1C=C(C(=O)O)C=CN1)C1=CC=CC=C1